tert-butyl 1-(oxolan-2-yl)-3-(triphenylmethyl)-3,8-diazabicyclo[3.2.1]octane-8-carboxylate O1C(CCC1)C12CN(CC(CC1)N2C(=O)OC(C)(C)C)C(C2=CC=CC=C2)(C2=CC=CC=C2)C2=CC=CC=C2